5-[4-[(7-ethyl-6-oxo-5H-1,5-naphthyridin-3-yl)methyl]piperazin-1-yl]-N-[1-[[1-[4-(3-ethylphenyl)-2,6-difluoro-benzoyl]-4-piperidyl]methyl]-4-piperidyl]pyridine-2-carboxamide C(C)C=1C(NC=2C=C(C=NC2C1)CN1CCN(CC1)C=1C=CC(=NC1)C(=O)NC1CCN(CC1)CC1CCN(CC1)C(C1=C(C=C(C=C1F)C1=CC(=CC=C1)CC)F)=O)=O